4-(Difluoromethyl)-N-(8-fluoro-6-oxo-1,4,5,6-tetrahydro-2H-pyrano[3,4-c]isoquinolin-1-yl)-N-methyl-1H-indole-2-carboxamide FC(C1=C2C=C(NC2=CC=C1)C(=O)N(C)C1COCC=2NC(C=3C=C(C=CC3C21)F)=O)F